2-(2,3,4,5-tetra(9H-carbazol-9-yl)-6-(4,6-diphenylpyrimidin-2-yl)phenyl)benzo[d]oxazole C1=CC=CC=2C3=CC=CC=C3N(C12)C1=C(C(=C(C(=C1N1C2=CC=CC=C2C=2C=CC=CC12)N1C2=CC=CC=C2C=2C=CC=CC12)N1C2=CC=CC=C2C=2C=CC=CC12)C1=NC(=CC(=N1)C1=CC=CC=C1)C1=CC=CC=C1)C=1OC2=C(N1)C=CC=C2